3-[(1S,4R)-5-[5-(7,8-dimethyl-[1,2,4]triazolo[1,5-a]pyridin-6-yl)-4-isopropyl-3-methyl-6H-thieno[2,3-b]pyrrol-2-yl]-2-azabicyclo[2.2.1]heptan-2-yl]thiolane 1,1-dioxide CC1=C(C=2N(C=C1C1=C(C3=C(N1)SC(=C3C)C3[C@@H]1CN([C@H](C3)C1)C1CS(CC1)(=O)=O)C(C)C)N=CN2)C